7-((2-methoxy-5-methylpyridin-3-yl)sulfonyl)-7-azaspiro[3.5]nonan-2-one COC1=NC=C(C=C1S(=O)(=O)N1CCC2(CC(C2)=O)CC1)C